ClC1=CC=C(C=C1)[C@H](C(=O)N1C[C@H](N(CC1)C=1C2=C(N=CN1)NC(CC2)=O)C)CNC(C)C 4-((R)-4-((S)-2-(4-chlorophenyl)-3-(isopropylamino)propionyl)-2-methylpiperazin-1-yl)-5,8-dihydropyrido[2,3-d]pyrimidin-7(6H)-one